2,11-dibutyl-2,11-dimethyl-1,12-dodecanediol C(CCC)C(CO)(CCCCCCCCC(CO)(C)CCCC)C